CC1N(C(C1)C)C=O (2,4-dimethyl-azetidin-1-yl)methanone